Cl.[C@H]12CNC[C@@H]2C1CSC=1SC2=C(N1)C=CC=C2 2-((1R,5S,6r)-3-azabicyclo[3.1.0]hexan-6-ylmethylthio)benzo[d]thiazole hydrochloride